[Li+].C(CCC)[N+](CCOCC)(CCCC)CCCC Tributyl-(2-ethoxyethyl)ammonium Lithium